ClC=1C=CC=C2C=CC=C(C12)C1CNCC=2N=C(N=C(C21)O)OCC21CCCN1CC(C2)F (8-chloronaphthalen-1-yl)-2-((2-fluorotetrahydro-1H-pyrrolizin-7a(5H)-yl)methoxy)-5,6,7,8-tetrahydropyrido[3,4-d]pyrimidin-4-ol